COC(=O)[C@@H]1C[C@H](CCC1)OC=1C(=NC(=CC1)C=1N=NN(C1COC(=O)OC1=CC=C(C=C1)[N+](=O)[O-])C)C1CC1 (1S,3S)-3-((2-cyclopropyl-6-(1-methyl-5-((((4-nitrophenoxy)carbonyl)oxy)methyl)-1H-1,2,3-triazole-4-yl)pyridin-3-yl)oxy)cyclohexane-1-carboxylic acid methyl ester